C1(=CC=CC2=CC=CC=C12)C=1C=C2C=CC(=C(C2=CC1)C1=C(C=CC2=CC(=CC=C12)C1=CC=CC2=CC=CC=C12)OC1=CC=C(C2=CC=CC=C12)CO)OC1=CC=C(C2=CC=CC=C12)CO [(6,6'-bis(naphthalen-1-yl)[1,1'-binaphthalene]-2,2'-diyl)bis(oxynaphthalene-4,1-diyl)]dimethanol